3-cyclopropyl-N6-(pentan-3-yl)-[1,2,4]triazolo[4,3-b]pyridazine-6,8-diamine C1(CC1)C1=NN=C2N1N=C(C=C2N)NC(CC)CC